5-((1-methylcyclopropyl)ethynyl)-3,4-dihydroquinoline CC1(CC1)C#CC1=C2CCC=NC2=CC=C1